N-(2-(4-isopropylpiperazin-1-yl)ethyl)-6-(2-(6-methylpyridin-2-yl)imidazo[1,2-a]pyridin-3-yl)quinolin-3-amine C(C)(C)N1CCN(CC1)CCNC=1C=NC2=CC=C(C=C2C1)C1=C(N=C2N1C=CC=C2)C2=NC(=CC=C2)C